Cl.FC1=C(C=C(C=C1C)N1N=C2C([C@@H](NCC2)C)=C1N1C(N(C=C1)C1=CC2=C(N=S(C2)(=O)C)C=C1)=O)C 5-{3-[(4S)-2-(4-fluoro-3,5-dimethylphenyl)-4-methyl-4,5,6,7-tetrahydropyrazolo[4,3-c]pyridin-3-yl]-2-oxoimidazol-1-yl}-2-methyl-3H-2λ6-benzo[c][1,2]thiazol-2-one HCl Salt